tert-butyl (3R)-3-[[2-oxo-5-[4-(trifluoromethoxy)phenyl]-1,3-benzoxazol-3-yl]methyl]pyrrolidine-1-carboxylate O=C1OC2=C(N1C[C@H]1CN(CC1)C(=O)OC(C)(C)C)C=C(C=C2)C2=CC=C(C=C2)OC(F)(F)F